4-(4-(((1H-pyrrolo[2,3-b]pyridin-3-yl)methyl)amino)-8-fluoro-2-(((2R,7aS)-2-fluorohexahydro-1H-pyrrolizin-7a-yl)methoxy)pyrido[4,3-d]pyrimidin-7-yl)-5-ethyl-6-fluoronaphthalen-2-ol N1C=C(C=2C1=NC=CC2)CNC=2C1=C(N=C(N2)OC[C@]23CCCN3C[C@@H](C2)F)C(=C(N=C1)C1=CC(=CC2=CC=C(C(=C12)CC)F)O)F